C(C)(=O)OC1[C@H](NC(CN=[N+]=[N-])=O)[C@@H](O)[C@H](O)[C@H](O1)CO O-acetyl-N-azidoacetylglucosamine